(7-(3-hydroxy-3-methylbut-1-yn-1-yl)-5-methyl-4-oxo-2,3,4,5-tetrahydrobenzo[b][1,4]oxazepin-3-yl)pyridineamide OC(C#CC1=CC2=C(OCC(C(N2C)=O)C=2C(=NC=CC2)C(=O)N)C=C1)(C)C